CC1=C(C(=O)NC(C)C2=CC(=NC3=CC=CC=C23)C=2C(=NN(C2)C)C(F)(F)F)C=CC=C1 2-methyl-N-(1-{2-[1-methyl-3-(trifluoromethyl)-1H-pyrazol-4-yl]quinolin-4-yl}ethyl)benzamide